N-(6-chloropyridin-3-yl)-6-isopropoxyisoquinolin-1-amine ClC1=CC=C(C=N1)NC1=NC=CC2=CC(=CC=C12)OC(C)C